C(CC(C)CCC=C(C)C)C(C(=O)O)CC.C(CCC)(=O)OCCC(CCC=C(C)C)C 3,7-dimethyloct-6-en-1-yl butanoate (CITRONELLYL BUTYRATE)